3-(4-{[6-(2-hydroxy-2-propanyl)-7H-pyrrolo[2,3-d]pyrimidin-4-yl]oxy}bicyclo[2.2.1]hept-1-yl)-1-[5-(trifluoromethyl)-3-pyridinyl]-2,4-imidazolidinedione OC(C)(C)C1=CC2=C(N=CN=C2OC23CCC(CC2)(C3)N3C(N(CC3=O)C=3C=NC=C(C3)C(F)(F)F)=O)N1